4-chlorothiazol-2-amine ClC=1N=C(SC1)N